FC1=CC=C(C=C1)S(=O)(=O)NCCCNC1=NC=CC(=N1)C1=C(N=C2SC=CN21)C2=CC(=CC=C2)OC 4-fluoro-N-(3-((4-(6-(3-methoxyphenyl)imidazo[2,1-b]thiazol-5-yl)pyrimidin-2-yl)amino)propyl)benzenesulfonamide